C[C@@H]1CN(C[C@@H](O1)C)C=1C=CC2=C(N=CCN2CC2=CC=C3C=CNC3=C2)N1 6-[cis-2,6-dimethylmorpholin-4-yl]-N-(1H-indol-6-ylmethyl)pyrido[2,3-b]pyrazin